C(C)NCCC1=CC=C(N)C=C1 4-(2-(ethylamino)ethyl)aniline